8-Fluoro-2,3,4,5-tetrahydrobenzo[f][1,4]oxazepine-d FC1=CC2=C(CNCC(O2)[2H])C=C1